C(N)(=O)C1=CC(=C(C=C1)NC(=O)[C@@H]1N[C@H]([C@]([C@H]1C1=C(C(=CC=C1)Cl)F)(C(=O)N)C1=CC=C(C=C1)Cl)CC(C)(C)C)OC (2R,3S,4R,5S)-N2-(4-carbamoyl-2-methoxyphenyl)-3-(3-chloro-2-fluorophenyl)-4-(4-chlorophenyl)-5-neopentylpyrrolidine-2,4-dicarboxamide